p-phenoxyethylbenzene O(C1=CC=CC=C1)CCC1=CC=CC=C1